CC(CN)NC1=NC=NC=C1 1-methyl-N1-(pyrimidine-4-yl)ethane-1,2-diamine